BrC1=CC(=C(C(=O)N)C(=C1)C)Cl 4-bromo-2-chloro-6-methyl-benzamide